tert-butyl 4-(6-(1-((2-(trimethylsilyl)ethoxy)methyl)-1H-benzo[d]imidazol-5-yl)pyrazolo[1,5-a]pyridin-3-yl)piperazine-1-carboxylate C[Si](CCOCN1C=NC2=C1C=CC(=C2)C=2C=CC=1N(C2)N=CC1N1CCN(CC1)C(=O)OC(C)(C)C)(C)C